(R)-1-(2-(4-(4-(1-(pent-3-yl)-1H-pyrazol-4-yl)pyrazolo[1,5-a]pyrazin-6-yl)-1H-pyrazol-1-yl)ethyl)pyrrolidin-3-ol CCC(CC)N1N=CC(=C1)C=1C=2N(C=C(N1)C=1C=NN(C1)CCN1C[C@@H](CC1)O)N=CC2